7-(dimethylphosphoryl)-N-[3-(8-{[(3R,4S)-3-fluoro-1-methylpiperidin-4-yl]amino}-3-[(trifluoromethyl)sulfanyl]indolizin-2-yl)prop-2-yn-1-yl]-1,3-benzothiazol-4-amine CP(=O)(C)C=1C=CC(=C2N=CSC21)NCC#CC=2C=C1C(=CC=CN1C2SC(F)(F)F)N[C@@H]2[C@@H](CN(CC2)C)F